C(C)C(COC1=CC=CC2=CC=CC=C12)CCCC 1-(2-ethylhexyl-oxy)naphthalene